OC1=C(C=CC=C1)C1=CC=CC=2NN=NC21 o-hydroxyphenylbenzotriazole